4-(4-Amino-5-(4-phenoxyphenyl)-7H-pyrrolo[2,3-d]pyrimidin-7-yl)cyclohexanone copper bismuth tin [Sn].[Bi].[Cu].NC=1C2=C(N=CN1)N(C=C2C2=CC=C(C=C2)OC2=CC=CC=C2)C2CCC(CC2)=O